[Si](C)(C)(C(C)(C)C)OC[C@H]1C([C@@H]2[C@H](N1)COC2)NS(=O)(=O)C N-((2R,3aS,6aS)-2-(((tert-butyldimethylsilyl)oxy)methyl)hexahydro-1H-furo[3,4-b]pyrrol-3-yl)methanesulfonamide